((2-hydroxy-2-methylpropyl)amino)methyl-3-methylpyrrolo[2,1-f][1,2,4]triazin-4(3H)-one OC(CNCC1=NN2C(C(N1C)=O)=CC=C2)(C)C